ClC=1C=C(C=CC1)N1[C@@H](CN(CC1)C(=O)C1=CC(=C(C=C1)S(=O)CC(=O)OCC(F)(F)F)[N+](=O)[O-])C Trifluoroethyl 2-((4-((R)-4-(3-chlorophenyl)-3-methylpiperazine-1-carbonyl)-2-nitrophenyl)sulfinyl)acetate